CC1=CCCC(C1/C=C(\C)/C(=O)C)(C)C 8-methyl-α-ionone